3-(3-((8-Bromo-2-ethyl-2,3-dihydrobenzo-[f][1,4]oxazepin-4(5H)-yl)methyl)-4-methyl-phenyl)-3-(1,4-dimethyl-1H-benzo[d]-[1,2,3]triazol-5-yl)propanoic acid BrC1=CC2=C(CN(CC(O2)CC)CC=2C=C(C=CC2C)C(CC(=O)O)C2=C(C3=C(N(N=N3)C)C=C2)C)C=C1